methyl-chloroisoquinoline CC=1N=C(C2=CC=CC=C2C1)Cl